FC=1C=NN(C1COC=1C=CC2=C(C(=C(O2)C)C(=O)NC2(CCOCC2)CO)C1)C 5-((4-fluoro-1-methyl-1H-pyrazol-5-yl)methoxy)-N-(4-(hydroxymethyl)tetrahydro-2H-pyran-4-yl)-2-methylbenzofuran-3-carboxamide